2,5-difluorothiophenol FC1=C(C=C(C=C1)F)S